Bis(2-(p-tolyl)-1H-indole-3-yl)methane C1(=CC=C(C=C1)C=1NC2=CC=CC=C2C1CC1=C(NC2=CC=CC=C12)C1=CC=C(C=C1)C)C